2,6-bis(methylsulfonylmethyl)pyridine CS(=O)(=O)CC1=NC(=CC=C1)CS(=O)(=O)C